C=1N=CN2C1CN(CC2)CCC2=CC=C(C=C2)N2N=C(N=N2)C2=C(N)C=C(C(=C2)OC)OC 2-(2-(4-(2-(5,6-Dihydroimidazo[1,5-a]pyrazin-7(8H)-yl)ethyl)phenyl)-2H-tetrazol-5-yl)-4,5-dimethoxyaniline